FC=1C(=NC=C(C1)SC)CNC1=C(C=NC(=C1C1=CC=CC=C1)C)N N4-((3-fluoro-5-(methylthio)pyridin-2-yl)methyl)-6-methyl-5-phenylpyridine-3,4-diamine